FC1=C(C(=O)O)C=CC(=C1)C=1N(N=CC1)C 2-fluoro-4-(2-methylpyrazol-3-yl)benzoic acid